rac-(4aR,8aS)-6-[4-[(4-chlorophenoxy)methyl]piperidine-1-carbonyl]-4,4a,5,7,8,8a-hexahydropyrido[4,3-b][1,4]oxazin-3-one ClC1=CC=C(OCC2CCN(CC2)C(=O)N2C[C@@H]3[C@@H](OCC(N3)=O)CC2)C=C1 |r|